2-cyanoallyl acetate C(C)(=O)OCC(=C)C#N